3-[4-[6-[3-(dimethylcarbamoyl)-4-hydroxynaphthalen-1-yl]pyridin-3-yl]pyrazol-1-yl]-5-(trifluoromethyl)benzoic acid ethyl ester C(C)OC(C1=CC(=CC(=C1)C(F)(F)F)N1N=CC(=C1)C=1C=NC(=CC1)C1=CC(=C(C2=CC=CC=C12)O)C(N(C)C)=O)=O